FC=1C=C(C(=O)N([C@@H](C)C2=CNC(C3=CC=CC=C23)=O)C)C=CC1C(F)(F)F (S)-3-fluoro-N-methyl-N-(1-(1-oxo-1,2-dihydroisoquinolin-4-yl)ethyl)-4-(trifluoromethyl)benzamide